C1CCC2=C(C=3CCCC3C=C12)NC(=O)NS(=O)(=O)C1=C(C(=CC=C1)B1OC(C(O1)(C)C)(C)C)C N-((1,2,3,5,6,7-hexahydro-s-indacen-4-yl)carbamoyl)-2-methyl-3-(4,4,5,5-tetramethyl-1,3,2-dioxaborolan-2-yl)benzenesulfonamide